C(C)(C)(C)C1=CC=C(C=C1)C(=O)OOC(C1=CC=CC=C1)=O benzoyl 4-tertbutylbenzenecarboperoxoate